C(C)(C)(C)N1CCN(CC1)CC=1OC=CN1 tert-butyl-4-(1,3-oxazol-2-ylmethyl)piperazine